3-amino-N-(3-((3-guanidinopropyl)amino)propyl)-2-oxo-1-(4-phenyl-3,4-dihydro-2H-benzo[b][1,4]oxazin-6-yl)-1,2-dihydrothieno[2,3-b]pyrazine-6-carboxamide NC=1C(N(C2=C(N1)SC(=C2)C(=O)NCCCNCCCNC(=N)N)C2=CC1=C(OCCN1C1=CC=CC=C1)C=C2)=O